(3s,4r)-1-((4-(4,6-dimethyl-1H-pyrrolo[2,3-b]pyridin-5-yl)phenyl)sulfonyl)-4-((5-(trifluoromethyl)pyridin-2-yl)amino)piperidin-3-ol CC1=C2C(=NC(=C1C1=CC=C(C=C1)S(=O)(=O)N1C[C@@H]([C@@H](CC1)NC1=NC=C(C=C1)C(F)(F)F)O)C)NC=C2